FC1=NC(=CC(=C1)C(F)(F)F)F 2,6-difluoro-4-(trifluoromethyl)pyridine